n-Butyltin chloride C(CCC)[Sn](Cl)(Cl)Cl